N-(3-bromo-4-fluorophenyl)-N'-hydroxy-4-((2-(6-oxo-1,6-dihydropyridin-3-yl)ethyl)amino)-1,2,5-oxadiazole-3-carboxamidine BrC=1C=C(C=CC1F)NC(=NO)C1=NON=C1NCCC1=CNC(C=C1)=O